CC1(C=2C=CC=C3CNCCC(C32)CC13CC3)C 7',7'-dimethyl-2',3',4',4a',5',7'-hexahydro-1'H-spiro[cyclopropane-1,6'-naphtho[1,8-cd]azepine]